(R)-N-(2-(3-Hydroxy-3-methylbutyl)-5-(3-hydroxypyrrolidin-1-yl)-1-methyl-1H-benzo[d]imidazole-6-yl)-2-(2-methylpyridin-4-yl)oxazole-4-carboxamide OC(CCC1=NC2=C(N1C)C=C(C(=C2)N2C[C@@H](CC2)O)NC(=O)C=2N=C(OC2)C2=CC(=NC=C2)C)(C)C